O1C2=C(OCC1)C=C(C=C2)C2N(CCC2)CC2=CC=C(C=C2)B2OC(C(O2)(C)C)(C)C 2-(2,3-dihydrobenzo[b][1,4]dioxin-6-yl)-1-(4-(4,4,5,5-tetramethyl-1,3,2-dioxaborolan-2-yl)benzyl)pyrrolidine